COC=1C=C(C=C2C=CC=NC12)C(=O)NC[C@](C(F)(F)F)(O)C=1C=C2C(=C(N1)C1=CC=C(C=C1)F)OC[C@]2(C)N2C=NC=C2 8-methoxy-N-((S)-3,3,3-trifluoro-2-((R)-7-(4-fluorophenyl)-3-(1H-imidazol-1-yl)-3-methyl-2,3-dihydrofuro[2,3-c]pyridin-5-yl)-2-hydroxypropyl)quinoline-6-carboxamide